1-(5-chloro-3-methylpyridin-2-yl)-4-(4-chlorobenzyl)-3-(oxetan-3-yl)piperazine-2,5-dione ClC=1C=C(C(=NC1)N1C(C(N(C(C1)=O)CC1=CC=C(C=C1)Cl)C1COC1)=O)C